Cl.C1CC(CCC12CCCCC2)N spiro[5.5]undecan-3-amine hydrochloride